N1C(NC(NC1=O)=O)=O 1,3,5(1H,3H,5H)triazin-2,4,6-trion